P(=O)(OCCCCCCCCC=1CC2C(CCC2(C1C1=CC=CC=C1)C(=C)C1=CC=CC=C1)O)(OCC[N+](C)(C)C)[O-] 8-(6-exo-hydroxy-3-phenyl-3a-(1-phenylvinyl)-1,3a,4,5,6,6a-hexahydropentalen-2-yl)octyl (2-(trimethylammonio)ethyl) phosphate